(8R,9aS)-3-((3R)-hydroxymethyl)-8-(2,3,4-trichloro-6-hydroxyphenyl)-hexahydro-2H-pyrido[1,2-a]pyrazine-1,4-dione OCC1NC([C@H]2N(C1=O)CC[C@H](C2)C2=C(C(=C(C=C2O)Cl)Cl)Cl)=O